O1C(=CC=C1C(=O)O)C(=O)O.CCC(CC)O.CCC(CC)O di-3-pentanol 2,5-furandicarboxylate